3-(3-Chloro-6-(difluoromethyl)-2-fluorophenyl)-5-(methoxycarbonyl)pyridine-1-oxide ClC=1C(=C(C(=CC1)C(F)F)C=1C=[N+](C=C(C1)C(=O)OC)[O-])F